5-carboxyl-2'-deoxycytidine C(=O)(O)C=1C(=NC(N([C@H]2C[C@H](O)[C@@H](CO)O2)C1)=O)N